3-methyl-1,5-pentanediol succinate C(CCC(=O)O)(=O)O.CC(CCO)CCO